C1(CC1)C1=C(C=C(C(=O)O)C=C1)N1CC(CC1)(F)F 4-cyclopropyl-3-(3,3-difluoropyrrolidin-1-yl)benzoic acid